1-ethylbenzindole C(C)N1C=CC2=CC=C3C(=C12)C=CC=C3